17-bromo-4,6,8,10,12,14-hexamethylheptadecyl heptyloxymethyl ether C(CCCCCC)OCOCCCC(CC(CC(CC(CC(CC(CCCBr)C)C)C)C)C)C